Cl.C1COCCC12CCNCC2 3-oxa-9-azaspiro[5.5]undecane hydrochloride